CC1=NC2=C(C=CC=C2C(=N1)N[C@H](CN1CCN(CC1)S(=O)(=O)C1=CN=C(S1)NC(C)=O)C)C(F)(F)F N-[5-({4-[(2S)-2-{[2-methyl-8-(trifluoromethyl)quinazolin-4-yl]amino}propyl]piperazin-1-yl}sulfonyl)-1,3-thiazol-2-yl]acetamide